FC=1C=C2C(CCC(C2=CC1F)O)(C)C 6,7-difluoro-4,4-dimethyl-1,2,3,4-tetrahydronaphthalen-1-ol